4'-(((2R,3R)-2,3-bis(2,5-dioxo-2,5-dihydro-1H-pyrrol-1-yl)succinyl)-bis(azanediyl))dibutyric acid O=C1N(C(C=C1)=O)[C@@H](C(=O)NCCCC(=O)O)[C@H](C(=O)NCCCC(=O)O)N1C(C=CC1=O)=O